C[C@@H]1O[C@@H](CN(C1)C1=CC=CC(=N1)C1=NC2=CC(=NC=C2C=C1)CC(=O)NC1=CC(=C(C=C1)C)S(=O)(=O)C)C 2-(2-(6-((cis)-2,6-dimethylmorpholino)pyridin-2-yl)-1,6-naphthyridin-7-yl)-N-(4-methyl-3-(methylsulfonyl)phenyl)acetamide